(3aS,4S,6R,6aR)-6-(6-(((4-methoxyphenyl)diphenylmethyl)amino)-9H-purin-9-yl)-2,2-dimethyltetrahydrofuro[3,4-d][1,3]dioxole-4-carbaldehyde COC1=CC=C(C=C1)C(C1=CC=CC=C1)(C1=CC=CC=C1)NC1=C2N=CN(C2=NC=N1)[C@@H]1O[C@@H]([C@@H]2[C@H]1OC(O2)(C)C)C=O